6-(2,7-dichloro-8-fluoropyrido[4,3-d]pyrimidin-4-yl)-2-oxa-6-azaspiro[3.3]heptane ClC=1N=C(C2=C(N1)C(=C(N=C2)Cl)F)N2CC1(COC1)C2